(S)-1-((4-ethyl-8-fluoro-4-hydroxy-9-methoxy-3,14-dioxo-3,4,12,14-tetrahydro-1H-pyrano-[3',4':6,7]indolizino[1,2-b]quinolin-11-yl)methyl)-3-(2-hydroxy-ethyl)urea C(C)[C@]1(C(OCC=2C(N3CC=4C(=NC=5C=C(C(=CC5C4CNC(=O)NCCO)OC)F)C3=CC21)=O)=O)O